2,2,3,3,4,4,4-Heptafluoro-butylmethacrylat FC(COC(C(=C)C)=O)(C(C(F)(F)F)(F)F)F